FC1=C(C(=CC(=C1)N1CCN(CC1)CC(F)(F)F)F)N1C(C2(N3C1=NC=C3C3=NNC=C3)CC2)=O 7'-[2,6-difluoro-4-[4-(2,2,2-trifluoroethyl)piperazin-1-yl]phenyl]-3'-(1H-pyrazol-3-yl)spiro[cyclopropane-1,5'-imidazo[1,2-a]imidazole]-6'-one